S(N)(OC[C@@H]1OC2(O[C@H]1C1=C(C=CC=C1)F)CCCC2)(=O)=O ((2S,3S)-3-(2-fluorophenyl)-1,4-dioxaspiro[4.4]nonan-2-yl)methyl sulfamate